FC1=CC=2N(C=C1)C(=CN2)C2=C1CN(C(C1=C(C=C2)[N+](=O)[O-])=O)C(=O)OC(C)(C)C tert-butyl 4-(7-fluoroimidazo[1,2-a]pyridin-3-yl)-7-nitro-1-oxoisoindoline-2-carboxylate